Perfluorooctanoic acid sodium salt [Na+].FC(C(=O)[O-])(C(C(C(C(C(C(F)(F)F)(F)F)(F)F)(F)F)(F)F)(F)F)F